trisnonyl-naphthalenesulfonic acid C(CCCCCCCC)C1=C(C(=C(C2=CC=CC=C12)S(=O)(=O)O)CCCCCCCCC)CCCCCCCCC